ClC1=CC2=C(N(C(N=C2N2[C@H](CN(CC2)C(C=C)=O)C)=O)C2=C(C=CC=C2CC)CC)N=C1N1CC(C1)(F)F 6-chloro-1-(2,6-diethylphenyl)-7-(3,3-difluoro-1-azetidinyl)-4-((2S)-2-methyl-4-(2-propenoyl)-1-piperazinyl)pyrido[2,3-d]pyrimidin-2(1H)-one